ClC=1N=C(C2=C(N1)CN(CC2)C2=CC=CC1=CC=CC(=C21)Cl)N2C[C@@H](N(CC2)C(=O)OCC2=CC=CC=C2)CC#N benzyl (2S)-4-[2-chloro-7-(8-chloro-1-naphthyl)-6,8-dihydro-5H-pyrido[3,4-d]pyrimidin-4-yl]-2-(cyanomethyl)piperazine-1-carboxylate